COC=1C=C(C=CC1N1CCN(CC1)C)NC1=NC=C(C(=N1)N1OCCC1C1=CC=CC=C1)C(F)(F)F N-(3-methoxy-4-(4-methylpiperazin-1-yl)phenyl)-4-(3-phenylisoxazolidin-2-yl)-5-(trifluoromethyl)pyrimidin-2-amine